5-(3-bromophenyl)-5,8,8-trimethyl-5,8,9,10-tetrahydrobenzo[b][1,8]naphthyridin BrC=1C=C(C=CC1)C1(C2=C(NC=3N=CC=CC13)CC(C=C2)(C)C)C